7-((3R,4R)-4-methoxytetrahydrofuran-3-yl)-2-(methylsulfanyl)-7H-pyrrolo[2,3-d]pyrimidine-6-carboxamide CO[C@@H]1[C@@H](COC1)N1C(=CC2=C1N=C(N=C2)SC)C(=O)N